N1-(7-(4-fluoro-2-(2-methoxyethoxy)phenyl)-4-(1,2,3,4-tetrahydroisoquinolin-6-yl)thieno[3,2-c]pyridin-6-yl)benzene-1,3-diamine FC1=CC(=C(C=C1)C=1C2=C(C(=NC1NC1=CC(=CC=C1)N)C=1C=C3CCNCC3=CC1)C=CS2)OCCOC